3-(N-(4-chloro-5-cyano-2-((cis-3-hydroxycyclopentyl)oxy)phenyl)sulfamoyl)-4-cyclopropylbenzoic acid ClC1=CC(=C(C=C1C#N)NS(=O)(=O)C=1C=C(C(=O)O)C=CC1C1CC1)O[C@@H]1C[C@@H](CC1)O